(±)-ethyl 2-cyano-2-phenylacetate C(#N)[C@H](C(=O)OCC)C1=CC=CC=C1 |r|